FC1=CC=C(OC2C[C@@H]3[C@@H](CN(C3)CC(OC)C3=CC=C(C=C3)O)C2)C=C1 rac-4-(2-((3aR,5s,6aS)-5-(4-fluorophenoxy)hexahydrocyclopenta[c]pyrrol-2(1H)-yl)-1-methoxyethyl)phenol